O=C1CSC[C@@H](N1)CCC(=O)O 3-[(3S)-5-Oxothiomorpholin-3-yl]propionic acid